2-endo-(3-aminopropyl)bicyclo[2.2.1]heptane NCCCC1C2CCC(C1)C2